5-[[(2S)-2-(tert-butoxycarbonylamino)propanoyl]amino]-2-(hydroxymethyl)benzenesulfonate C(C)(C)(C)OC(=O)N[C@H](C(=O)NC=1C=CC(=C(C1)S(=O)(=O)[O-])CO)C